CC(C)(OOC(CCC(=O)O)(C)OOC(C)(C)C)C 4,4-bis(1,1-dimethylethylperoxy)valeric acid